FC1=C(C=CC=C1)C1=CC=C2[C@@H](CCOC2=C1)CNC=1C=NC=CC1C(=O)O 3-({[(4R)-7-(2-fluorophenyl)-3,4-dihydro-2H-chromen-4-yl]methyl}amino)pyridine-4-carboxylic acid